(R)-3-(3-(((R)-4-ethyl-1,1-dioxido-3,4-dihydro-2H-benzo[b][1,4,5]oxathiazepin-2-yl)methyl)-4-methylphenyl)-2,2-dimethyl-3-((1-propyl-1H-1,2,3-triazol-4-yl)methoxy)propanoic acid C(C)[C@@H]1CN(S(C2=C(O1)C=CC=C2)(=O)=O)CC=2C=C(C=CC2C)[C@H](C(C(=O)O)(C)C)OCC=2N=NN(C2)CCC